COC(=O)N1[C@H](CCC2=C3C(=CC=C12)N(C(=N3)COC3=CC=CC=C3)C3CCCCC3)C (1S,4r)-4-((S)-6-(Methoxycarbonyl)-7-methyl-2-(phenoxymethyl)-6,7,8,9-tetrahydro-3H-imidazo[4,5-f]chinolin-3-yl)cyclohexan